CC1(C2=CC=CC=C2C=2C=CC(=CC12)N(C1=CC=C(C=C1)C1=CC=C(C=C1)B(O)O)C1=CC=CC=C1)C (4'-((9,9-dimethyl-9H-fluoren-2-yl)(phenyl)amino)-[1,1'-biphenyl]-4-yl)boronic acid